CC(C(=C)C)=C dimethyl-1,3-butadiene